C(CCCCCCCCCCC)(=O)OCCCC(CN(CC(CCCCCOC(=O)C(CCCCCCCC)CCCCCCCC)O[Si](C)(C)C(C)(C)C)CCCCNC(=O)OC(C)(C)C)O[Si](C)(C)C(C)(C)C 5-{[4-(tert-butoxycarbonylamino)butyl]{2-[(tert-butyl)bis(methyl) siloxy]-7-(1-octylnonylcarbonyloxy)heptyl}amino}-4-[(tert-butyl)bis(methyl)siloxy]pentyl dodecanoate